2-[[4-(3,4-Dihydro-6,7-dimethoxy-2(1H)-isoquinolinyl)-6-(4-methyl-1-piperazinyl)-2-pyrimidinyl]amino]-4-methyl-5-thiazolecarboxylic acid, ethyl ester COC=1C=C2CCN(CC2=CC1OC)C1=NC(=NC(=C1)N1CCN(CC1)C)NC=1SC(=C(N1)C)C(=O)OCC